ClC=1C(=C(C=CC1)/C=C/C=O)F E-3-(3-chloro-2-fluorophenyl)acrolein